C(C)C=1C(=CC=C2C=C(C=C(C12)C1=C(C=2N=C(N=C(C2C=N1)N1C[C@@H](CCC1)C(=O)N)OC[C@]12CCCN2C[C@@H](C1)F)F)O)F (R)-1-(7-(8-Ethyl-7-fluoro-3-hydroxynaphthalen-1-yl)-8-fluoro-2-(((2R,7aS)-2-fluorotetrahydro-1H-pyrrolizin-7a(5H)-yl)methoxy)pyrido[4,3-d]pyrimidin-4-yl)piperidine-3-carboxamide